2-(4-Methylpiperazin-1-yl)-N-(6-(2-methylthiazol-5-yl)isoquinolin-3-yl)Isonicotinamide CN1CCN(CC1)C=1C=C(C(=O)NC=2N=CC3=CC=C(C=C3C2)C2=CN=C(S2)C)C=CN1